(5-(((Z)-7-((1R,2R,3R,5S)-3,5-Dihydroxy-2-((R)-3-hydroxy-5-phenylpentyl)cyclopentyl)hept-5-enoyl)oxy)-6-methylpyridine-3,4-diyl)bis(methylene) bis(2-isobutylpent-4-ynoate) C(C(C)C)C(C(=O)OCC=1C=NC(=C(C1COC(C(CC#C)CC(C)C)=O)OC(CCC\C=C/C[C@@H]1[C@H]([C@@H](C[C@@H]1O)O)CC[C@H](CCC1=CC=CC=C1)O)=O)C)CC#C